N-lauroyl-L-aspartic acid CCCCCCCCCCCC(=O)N[C@@H](CC(=O)O)C(=O)O